C1(CCCCC1)NC=1C=C(NF)C(=CC1)C1CCCCC1 3-cyclohexylamino-6-cyclohexylanilinofluoran